COC(C1=CC=C(C=C1)CCC)=O p-n-propylbenzoic acid methyl ester